3-(5-((2-(3,3-difluoropyrrolidin-1-yl)cyclohexyl)oxy)-1-oxoisoindolin-2-yl)piperidine-2,6-dione FC1(CN(CC1)C1C(CCCC1)OC=1C=C2CN(C(C2=CC1)=O)C1C(NC(CC1)=O)=O)F